N-cyclopropyl-2-(difluoromethoxy)-4-[7-(1-hydroxycyclobutyl)imidazo[1,2-a]pyridin-3-yl]-6-methoxy-benzamide C1(CC1)NC(C1=C(C=C(C=C1OC)C1=CN=C2N1C=CC(=C2)C2(CCC2)O)OC(F)F)=O